terephthalate Disodium [Na+].[Na+].C(C1=CC=C(C(=O)[O-])C=C1)(=O)[O-]